5-[(3S)-3-methyl-2,3,4,5-tetrahydropyridin-6-yl]-2-(1,2,2-trimethyl-4-piperidyl)indazole C[C@@H]1CN=C(CC1)C1=CC2=CN(N=C2C=C1)C1CC(N(CC1)C)(C)C